tris-(2-aminopropyl)amine NC(CN(CC(C)N)CC(C)N)C